4-((3-(1,1-difluoroethyl)phenyl)carbamoyl)-1-(4-(difluoromethoxy)-3-(pyridin-3-yl)phenyl)-3-methyl-1H-pyrazol-5-yl [1,4'-bipiperidine]-1'-carboxylate N1(CCCCC1)C1CCN(CC1)C(=O)OC1=C(C(=NN1C1=CC(=C(C=C1)OC(F)F)C=1C=NC=CC1)C)C(NC1=CC(=CC=C1)C(C)(F)F)=O